N-(1-(2-((2,2-dimethyl-4-(p-tolyl)-2H-chromen-7-yl)(methyl)amino)-2-oxoethyl)-1H-pyrazol-4-yl)-3-phenoxypropanamide CC1(OC2=CC(=CC=C2C(=C1)C1=CC=C(C=C1)C)N(C(CN1N=CC(=C1)NC(CCOC1=CC=CC=C1)=O)=O)C)C